COC=1C=C(CN(C=2OC=C(N2)CN2CCCCC2)CC2=CC=C(C=C2)N2CCCC2)C=CC1 N-(3-methoxybenzyl)-4-(piperidin-1-ylmethyl)-N-(4-(pyrrolidin-1-yl)benzyl)oxazol-2-amine